1,2-dilinoleyl-3-morpholinylpropane C(CCCCCCC\C=C/C\C=C/CCCCC)CC(CN1CCOCC1)CCCCCCCC\C=C/C\C=C/CCCCC